(2R,4R)-N-((S)-1-(((6-amino-2-methylpyridin-3-yl)methyl)amino)-1-oxopropan-2-yl)-4-((5-chlorothiophene-2-yl)methyl)pyrrolidine-2-carboxamide dihydrochloride Cl.Cl.NC1=CC=C(C(=N1)C)CNC([C@H](C)NC(=O)[C@@H]1NC[C@H](C1)CC=1SC(=CC1)Cl)=O